BrC1=C(C(=O)NCC(=C)C)C=CC(=C1)[N+](=O)[O-] 2-bromo-N-(2-methylallyl)-4-nitro-benzamide